ethyl (E)-2-cyano-3-(1H-indol-3-yl)acrylate C(#N)/C(/C(=O)OCC)=C\C1=CNC2=CC=CC=C12